OC1=C(C(=CC=C1)OC)NC(C1=CC=CC=C1)=O N-(2-hydroxy-6-methoxyphenyl)benzamide